(5-chloro-4-methyl-2-nitrobenzyl)-2-methoxyethan-1-amine ClC=1C(=CC(=C(CC(COC)N)C1)[N+](=O)[O-])C